CC1=C(C=CC(=C1)C(F)(F)F)NC1=C(C(=O)OC)C=C(C=N1)C(F)(F)F methyl 2-((2-methyl-4-(trifluoromethyl)-phenyl)amino)-5-(trifluoromethyl)-nicotinate